Cl.C=1(C(=CC=C2C=CC=CC12)O)C1=CC=CC2=CC=CC=C12 binaphthol hydrochloride